1-methyl-4-[4-(1-methyl-1H-indol-5-yl)piperidin-1-yl]-2-oxo-1,2-dihydroquinoline-3-carbonitrile CN1C(C(=C(C2=CC=CC=C12)N1CCC(CC1)C=1C=C2C=CN(C2=CC1)C)C#N)=O